C(C1=CC=CC=C1)OC=1C=C(C=CC1)C1=CC(=C(C(=C1)F)OCCCC(=O)OCC)F ethyl 4-(3'-benzyloxy-3,5-difluoro-biphenyl-4-yloxy)-butyrate